1-methyl-2-(4-(naphthalen-2-yl)phenyl)-1H-imidazo[4,5-f][1,10]phenanthroline CN1C(=NC2=C3C=CC=NC3=C3N=CC=CC3=C21)C2=CC=C(C=C2)C2=CC1=CC=CC=C1C=C2